OCC[NH+]1CCN(CC1)C1=CC(=NC=2N1N=C(C2C2=CC=CC=C2)C)C2=CC=CC=C2 1-(2-hydroxyethyl)-4-(2-methyl-3,5-diphenylpyrazolo[1,5-a]pyrimidin-7-yl)piperazin-1-ium